ClC=1C=CC=C2C=C(NC12)C(=O)N1C(CN(CC1)C)C(=O)N[C@@H](C[C@H]1C(NCC1)=O)C#N 1-(7-Chloro-1H-indole-2-carbonyl)-N-((S)-1-cyano-2-((S)-2-oxopyrrolidin-3-yl)ethyl)-4-methylpiperazine-2-carboxamide